N-(((1r,4r)-4-aminocyclohexyl)methyl)-4-(4-ethyl-3,5-dimethylpiperazin-1-yl)aniline tert-butyl-4-[[2-(2,6-dioxo-3-piperidyl)-1-oxo-isoindolin-4-yl]amino]butanoate C(C)(C)(C)OC(CCCNC1=C2CN(C(C2=CC=C1)=O)C1C(NC(CC1)=O)=O)=O.NC1CCC(CC1)CNC1=CC=C(C=C1)N1CC(N(C(C1)C)CC)C